O1C(CCC1)C(C)(C)C1OCCC1 2,2-Ditetrahydrofuranylpropane